3-(7-acetamidoquinazolin-4-yloxy)-N-(4-((4-ethylpiperazin-1-yl)methyl)-3-(trifluoromethyl)phenyl)-4-methylbenzamide C(C)(=O)NC1=CC=C2C(=NC=NC2=C1)OC=1C=C(C(=O)NC2=CC(=C(C=C2)CN2CCN(CC2)CC)C(F)(F)F)C=CC1C